BrC=1C=C(C=CC1)C(CO)(F)F 2-(3-Bromophenyl)-2,2-difluoroethan-1-ol